ClC=1C=C(C=C(C1)Cl)N1CCN(CC1)C(C(CC1(NC(NC1=O)=O)C1CN(C1)C(=O)OC(C)(C)C)C)=O tert-butyl 3-[4-[3-[4-(3,5-dichlorophenyl) piperazin-1-yl]-2-methyl-3-oxo-propyl]-2,5-dioxo-imidazolidin-4-yl]azetidine-1-carboxylate